C(C)(C)(C)OC(NC1=CC(=CC=C1)SCC1=C(C(=C(C=C1)Br)C=O)F)=O (3-((4-bromo-2-fluoro-3-formylbenzyl)thio)phenyl)carbamic acid tert-butyl ester